C(C1=CC=CC=C1)OCCCCN1N=NC2=C1C=CC(=C2C)/C=C/C(=O)OCC ethyl (E)-3-[1-(4-benzyloxybutyl)-4-methyl-benzotriazol-5-yl]prop-2-enoate